NC1=NC=C(C=N1)C=1N=CN2C1N(C(C1=CC(=CC(=C21)C(C)NC=2C(=NC(=CC2)Cl)NC(OC)=O)C)=O)C([2H])([2H])[2H] methyl (3-((1-(3-(2-aminopyrimidin-5-yl)-7-methyl-4-(methyl-d3)-5-oxo-4,5-dihydroimidazo[1,5-a]quinazolin-9-yl)ethyl)amino)-6-chloropyridin-2-yl)carbamate